tert-Butyl 4-(2-bromo-6-fluorobenzyl)-4-formylpiperidine-1-carboxylate BrC1=C(CC2(CCN(CC2)C(=O)OC(C)(C)C)C=O)C(=CC=C1)F